2,4-Dinonyl-phenol C(CCCCCCCC)C1=C(C=CC(=C1)CCCCCCCCC)O